1-(4-chlorobenzyl)-3-(4-((tetrahydro-2H-pyran-4-yl)methoxy)phenyl)urea ClC1=CC=C(CNC(=O)NC2=CC=C(C=C2)OCC2CCOCC2)C=C1